1-(2-imidazolyl)-5-methyl-2(1H)pyridone N1C(=NC=C1)N1C(C=CC(=C1)C)=O